(1E)-2-methylpropanaldoxime CC(\C=N\O)C